C1(CCC1)CN[C@H]1CN(CCC1)C1=CC(N(C=C1)C(C)N1N=NC(=C1)C=1C=NC=C(C1)N1CC(C1)OC)=O 4-((R)-3-((cyclobutylmethyl)amino)piperidin-1-yl)-1-(1-(4-(5-(3-methoxyazetidin-1-yl)pyridin-3-yl)-1H-1,2,3-triazol-1-yl)ethyl)pyridin-2(1H)-one